ClC=1C=C(C=CC1OCC1=NC=CC=C1)NC1=NC=C(C(=N1)C=1C=C(C2=C(N(C(=N2)C)C(C)C)C1)F)F N-(3-chloro-4-(pyridin-2-ylmethoxy)phenyl)-5-fluoro-4-(4-fluoro-1-isopropyl-2-methyl-1H-benzimidazol-6-yl)pyrimidin-2-amine